CC=1C=CC=C2NC=C(C[C@H](N)C(=O)O)C12 |r| 4-methyl-DL-tryptophan